OC1(CC1)C1=NNC(=N1)C1CC2(CN(C2)C(=O)N2CC3(C2)CC(C3)CN3N=C(C=C3)C(F)(F)F)C1 [6-[3-(1-hydroxycyclopropyl)-1H-1,2,4-triazol-5-yl]-2-azaspiro[3.3]heptan-2-yl]-[6-[[3-(trifluoromethyl)pyrazol-1-yl]methyl]-2-azaspiro[3.3]heptan-2-yl]methanone